N-(2-chloro-3-(trifluoromethyl)benzyl)-5-fluoro-8-hydroxy-8-methyl-5,6,7,8-tetrahydroquinoline-5-carboxamide ClC1=C(CNC(=O)C2(C=3C=CC=NC3C(CC2)(C)O)F)C=CC=C1C(F)(F)F